[Al].[As] arsenic-aluminum